1-methyl-5-[2-(trimethylsilyl)ethynyl]-1,3-benzodiazole CN1C=NC2=C1C=CC(=C2)C#C[Si](C)(C)C